N-((4-(5-amino-4-cyano-1-(1,1,1-trifluoropropan-2-yl)-1H-pyrazol-3-yl)-1H-pyrrolo[2,3-c]pyridin-7-yl)methyl)-5-fluoro-2-methoxybenzamid NC1=C(C(=NN1C(C(F)(F)F)C)C1=C2C(=C(N=C1)CNC(C1=C(C=CC(=C1)F)OC)=O)NC=C2)C#N